(R)-2-(8-(2-(3-(Azepan-1-yl)prop-1-yn-1-yl)pyridin-4-yl)-6,6a,7,8,9,10-hexahydro-5H-pyrazino[1',2':4,5]pyrazino[2,3-c]pyridazin-2-yl)phenol N1(CCCCCC1)CC#CC1=NC=CC(=C1)N1C[C@@H]2N(C=3C(=NN=C(C3)C3=C(C=CC=C3)O)NC2)CC1